1,3-bis[3-(tripropoxysilyl)propyl]urea C(CC)O[Si](CCCNC(=O)NCCC[Si](OCCC)(OCCC)OCCC)(OCCC)OCCC